C(C)(C)C1=C(C=C(C=C1)OC)N1/C(/SCC1=O)=N/C(=O)NC1=C(C=C(C=C1)C1=NN(C=N1)C1=CC=C(C=C1)OC(C(F)(F)F)(F)F)OC (Z)-1-(3-(2-isopropyl-5-methoxyphenyl)-4-oxothiazolidin-2-ylidene)-3-(2-methoxy-4-(1-(4-(perfluoroethoxy)phenyl)-1H-1,2,4-triazol-3-yl)phenyl)urea